N-2,2,2-trifluoroethyl-isatin imine FC(CN1C(C(=O)C2=CC=CC=C12)=N)(F)F